C(C1=CC=CC=C1)OCC#CC1(C(CN(CC1)C(=O)OC(C)(C)C)CO[Si](C)(C)C(C)(C)C)O tert-butyl 4-(3-(benzyloxy)prop-1-yn-1-yl)-3-(((tert-butyldimethylsilyl) oxy)methyl)-4-hydroxypiperidine-1-carboxylate